ClC1=NC(=CC=C1C(=O)NS(=O)(=O)C1=CC=C(C=C1)CCCCC1CC(N(C1)C(=O)OC(C)(C)C)(C)C)N1N=C(C=C1)OCCC1(CC1)C(F)(F)F tert-Butyl 4-[4-[4-[[2-chloro-6-[3-[2-[1-(trifluoromethyl)cyclopropyl] ethoxy]pyrazol-1-yl]pyridine-3-carbonyl]sulfamoyl]phenyl]butyl]-2,2-dimethyl-pyrrolidine-1-carboxylate